1-benzyl-2-(4-nitrophenyl)-1H-benzo[d]imidazole-4-carboxamide C(C1=CC=CC=C1)N1C(=NC2=C1C=CC=C2C(=O)N)C2=CC=C(C=C2)[N+](=O)[O-]